6-((2-((3R)-3-(Methylamino)-1-piperidinyl)-1H-benzimidazol-1-yl)methyl)-3-pyridincarbonitril CN[C@H]1CN(CCC1)C1=NC2=C(N1CC1=CC=C(C=N1)C#N)C=CC=C2